FC(C(=O)O)(F)F.NCC=1C=C(OCC2N(CC(C2)C2=C(C=CC=C2)F)S(=O)(=O)N2CCS(CC2)(=O)=O)C=CC1 4-((2-((3-(Aminomethyl)phenoxy)methyl)-4-(2-fluorophenyl)pyrrolidin-1-yl)sulfonyl)thiomorpholine 1,1-dioxide 2,2,2-trifluoroacetate